FC1=CC=C2C(=CNC(C2=C1)=O)C(C)NC 7-Fluoro-4-(1-(methylamino)ethyl)isoquinolin-1(2H)-one